1-(4-chlorophenyl)-N-[9-cyano-9-azabicyclo[4.2.1]nonan-2-yl]cyclopropane-1-carboxamide ClC1=CC=C(C=C1)C1(CC1)C(=O)NC1C2CCC(CCC1)N2C#N